(3S,4R,5R)-1-(((R)-1-(3-(trifluoromethyl)pyridin-4-yl)pyrrolidin-3-yl)methyl)piperidine-3,4,5-triol FC(C=1C=NC=CC1N1C[C@H](CC1)CN1C[C@@H](C([C@@H](C1)O)O)O)(F)F